2-((dimethylamino)methyl)-N-(isoquinolin-6-yl)-5-methyl-7-(4-(trifluoromethyl)cyclohexyl)-4,7-dihydropyrazolo[1,5-a]pyrimidine-6-carboxamide CN(C)CC1=NN2C(NC(=C(C2C2CCC(CC2)C(F)(F)F)C(=O)NC=2C=C3C=CN=CC3=CC2)C)=C1